NC=1SC=C(N1)C1=CC=C(NC(CN(C(=O)C2=CC=NC=C2)[C@@H](C)C2=CC=CC=C2)=O)C=C1 N-[2-[4-(2-aminothiazol-4-yl)anilino]-2-oxo-ethyl]-N-[(1S)-1-phenylethyl]pyridine-4-carboxamide